FC1(CN(C1)C1=NC=CC(=C1NC(=O)C=1C=NN(C1)C(C)C)C1=CC=CC=C1)F N-(2-(3,3-difluoroazetidin-1-yl)-4-phenylpyridin-3-yl)-1-isopropyl-1H-pyrazole-4-carboxamide